CN[C@H]1C[C@H](C1)NC(OCC1=CC=CC=C1)=O benzyl cis-[3-(methylamino)cyclobutyl]carbamate